C(CCC)N1C(CCCC1)C(=O)NC1=C(C=CC=C1C)C 1-butyl-N-(2,6-dimethyl-phenyl)2-piperidineformamide